3-[4-[[(2S,4R)-4-Methoxy-1-ethyl-pyrrolidin-2-yl]ethoxy]anilino]-5-ethyl-6-(1-methylbenzimidazol-4-yl)pyrazine-2-carboxamide CO[C@@H]1C[C@@H](N(C1)CC)CCOC1=CC=C(NC=2C(=NC(=C(N2)CC)C2=CC=CC=3N(C=NC32)C)C(=O)N)C=C1